C(C)(C)(C)[Si](OC[C@@H](CCO[Si](C)(C)C(C)(C)C)O)(C)C (2R)-1,4-bis[[tert-butyl-(dimethyl)silyl]oxy]butan-2-ol